(S)-3-Amino-4-{[6-(bis{2-[(α-D-mannopyranosyl)oxy]ethyl}amino)-6-oxohexyl]amino}-4-oxobutanoic acid N[C@@H](CC(=O)O)C(=O)NCCCCCC(=O)N(CCO[C@@H]1[C@@H](O)[C@@H](O)[C@H](O)[C@H](O1)CO)CCO[C@@H]1[C@@H](O)[C@@H](O)[C@H](O)[C@H](O1)CO